N1=CC(=CC2=CC=CC=C12)S(=O)(=O)N1CCC2(CCC(C2)N2CC3(COC3)C2)CC1 6-(8-(quinolin-3-ylsulfonyl)-8-azaspiro[4.5]decan-2-yl)-2-oxa-6-azaspiro[3.3]heptane